Dimethylsilylenebis(2,5-dimethyl-3-(3,5-dimethylphenyl)-cyclopenta[b]thienyl)hafnium dichloride [Cl-].[Cl-].C[Si](=[Hf+2](C1=C(C=C2SC(C(=C21)C2=CC(=CC(=C2)C)C)C)C)C2=C(C=C1SC(C(=C12)C1=CC(=CC(=C1)C)C)C)C)C